Cl.NC1(C(C(CCC1)O)=O)C1=C(C=CC(=C1)OC(F)(F)F)F 2-amino-2-(2-fluoro-5-(trifluoromethoxy)phenyl)-6-hydroxycyclohexane-1-one hydrochloride